5-fluoro-2-(2-naphthylheptyl)-1H-benzimidazole FC1=CC2=C(NC(=N2)CCCCCCCC2=CC3=CC=CC=C3C=C2)C=C1